COC([C@H](CC1=CC=NC=C1)NC(=O)OC(C)(C)C)=O (S)-2-((tert-Butoxycarbonyl)amino)-3-(pyridin-4-yl)propanoic acid methyl ester